3-oxa-6-azoniaspiro[5.5]undecane-10-ol C1COCC[N+]12CCCC(C2)O